4-(4-(difluoromethoxy)-5-(1-(2-(methylamino)propyl)-1H-pyrazol-4-yl)pyridin-2-yl)-2-(difluoromethyl)-N6-(2,4-dimethoxybenzyl)pyrimidine-4,6-diamine FC(OC1=CC(=NC=C1C=1C=NN(C1)CC(C)NC)C1(NC(=NC(=C1)NCC1=C(C=C(C=C1)OC)OC)C(F)F)N)F